N1-(3,4-dimethylisoxazol-5-yl)benzene-1,2-diamine CC1=NOC(=C1C)NC=1C(=CC=CC1)N